C1(CC1)N1[C@H](CN(CC1)C=1C=CC2=C(C1C)OC(C=1CNCCC12)=O)COC (R)-8-(4-cyclopropyl-3-(methoxymethyl)piperazin-1-yl)-7-methyl-1,2,3,4-tetrahydro-5H-chromeno[3,4-c]pyridin-5-one